FC(C=1N=C(SC1)N1CCN(CC1)S(=O)(=O)C1=CC=C(C=C1)NC(C)=O)(F)F N-(4-((4-(4-(trifluoromethyl)thiazol-2-yl)piperazin-1-yl)sulfonyl)phenyl)acetamide